2-(2,5-dichlorophenyl)-2-oxoacetaldehyde ClC1=C(C=C(C=C1)Cl)C(C=O)=O